ClC1=C2CCN([C@@H](C2=C(C=C1)OCC1=CC=C2C(=N1)ON=C2C)CN2C(CCC2)=O)C(=O)C2CCCCC2 (1S,2R)-2-((S)-5-Chloro-8-((3-methylisoxazolo[5,4-b]pyridin-6-yl)methoxy)-1-((2-oxopyrrolidin-1-yl)methyl)-1,2,3,4-tetrahydroisochinolin-2-carbonyl)cyclohexan